Cl.FC(C1=C(C=NC=C1)OC1CC2(C1)CNCCC2)(F)F 2-{[4-(trifluoromethyl)pyridin-3-yl]oxy}-6-azaspiro[3.5]nonane hydrochloride